N-benzyl-3-((2-chloro-4-(trifluoromethyl)phenoxy)methyl)benzamide C(C1=CC=CC=C1)NC(C1=CC(=CC=C1)COC1=C(C=C(C=C1)C(F)(F)F)Cl)=O